BrC=1C=CC=2N(C1)C(=CN2)C(CCl)=O 1-(6-bromoimidazo[1,2-a]pyridin-3-yl)-2-chloroethane-1-one